4-(4-chloro-3-fluorobenzyl)-1-(5-chloro-3-fluoropyridin-2-yl)-3-(oxetan-3-yl)piperazine-2,5-dione ClC1=C(C=C(CN2C(C(N(CC2=O)C2=NC=C(C=C2F)Cl)=O)C2COC2)C=C1)F